(2R)-2-(6-{5-chloro-2-[(oxan-4-yl)amino]pyrimidin-4-yl}-1-oxo-2,3-dihydro-1H-isoindol-2-yl)-N-[(1S)-2-hydroxy-1-[3-(4-methylpiperazin-1-yl)phenyl]ethyl]propanamide ClC=1C(=NC(=NC1)NC1CCOCC1)C1=CC=C2CN(C(C2=C1)=O)[C@@H](C(=O)N[C@H](CO)C1=CC(=CC=C1)N1CCN(CC1)C)C